6-(1-butyl-5-methyl-1H-1,2,4-triazol-3-yl)-8-(2-fluorobenzyl)imidazo[1,2-a]pyrazine C(CCC)N1N=C(N=C1C)C=1N=C(C=2N(C1)C=CN2)CC2=C(C=CC=C2)F